tert-butyl 4-[3-(2,4-dimethylphenyl)sulfonyl-5-oxo-4H-triazolo[1,5-a]quinazolin-8-yl]piperazine-1-carboxylate CC1=C(C=CC(=C1)C)S(=O)(=O)C=1N=NN2C1NC(C1=CC=C(C=C21)N2CCN(CC2)C(=O)OC(C)(C)C)=O